NC=1C=C(C=CC1)P(C)(C(C)C)=O (3-aminophenyl)(isopropyl)(methyl)phosphine oxide